(R)-1-(2-(((1r,4R)-4-aminocyclohexyl)amino)-8-(isopropylamino)pyrido[3,4-d]pyrimidin-6-yl)ethyl benzoate C(C1=CC=CC=C1)(=O)O[C@H](C)C1=CC2=C(N=C(N=C2)NC2CCC(CC2)N)C(=N1)NC(C)C